N-(2-cyclopropylpyridin-3-yl)-7-methoxy-2-(tetrahydro-2H-pyran-4-yl)imidazo[1,2-a]pyridine-6-carboxamide C1(CC1)C1=NC=CC=C1NC(=O)C=1C(=CC=2N(C1)C=C(N2)C2CCOCC2)OC